CC=1C(=NC2=CC=C(C=C2C1C#N)C)SC 3,6-dimethyl-2-methylsulfanyl-quinoline-4-carbonitrile